[N+](=O)([O-])C=1C=CS(C1)OC(C)C1=CC=C(C=C1)CCN1CCCCC1 (2-(4-(1-((4-nitrothiophen-1-yl)oxy)ethyl)phenyl)ethyl)piperidine